FC1(OC2=C(O1)C=CC(=C2)C(C)=O)F 1-(2,2-difluorobenzo[d][1,3]dioxol-5-yl)ethan-1-one